CN(CCC(C(=O)[O-])(F)F)C 4-(dimethylamino)-2,2-difluorobutyrate